piperidin-2-ylmethanamine N1C(CCCC1)CN